N=1C=NN2C1C=C(C=C2)C2=CC=C(C=C2)CC(=O)NC=2C=NC(=CC2)C(F)(F)F 2-[4-([1,2,4]Triazolo[1,5-a]pyridin-7-yl)phenyl]-N-[6-(trifluoromethyl)pyridin-3-yl]acetamide